tert-butyl (S)-4-((1r,4S)-4-(5-amino-6-(2-hydroxy-propan-2-yl)-2H-indazol-2-yl) cyclohexyl)-3-methylpiperazine-1-carboxylate NC1=CC2=CN(N=C2C=C1C(C)(C)O)C1CCC(CC1)N1[C@H](CN(CC1)C(=O)OC(C)(C)C)C